N-(4-(5-(6-methyl-2-(3,3,5,5-tetrafluoropiperidin-1-yl)pyrimidin-4-yl)-1,3,4-oxadiazole-2-yl)-3-(6-azaspiro[2.5]octane-6-yl)phenyl)-2-hydroxyethane-1-sulfonamide CC1=CC(=NC(=N1)N1CC(CC(C1)(F)F)(F)F)C1=NN=C(O1)C1=C(C=C(C=C1)NS(=O)(=O)CCO)N1CCC2(CC2)CC1